C(C)(C)(C)OC(=O)N1CCC(CC1)C=1C=C(C=C2C=C(N(C12)CC1CC1)\C=C(/C)\[N+](=O)[O-])F.CC1(C(NCC1)=O)S(=O)(=O)C 3-methyl-3-(methylsulfonyl)pyrrolidin-2-one tert-Butyl-(E)-4-(1-(cyclopropylmethyl)-5-fluoro-2-(2-nitroprop-1-en-1-yl)-1H-indol-7-yl)piperidine-1-carboxylate